3-fluoro-N-((2-(5-fluoro-6-(4,7-diazaspiro[2.5]octan-7-yl)pyridin-2-yl)-1,6-naphthyridin-7-yl)methyl)-5-(methylsulfonyl)benzamide FC=1C=C(C(=O)NCC2=NC=C3C=CC(=NC3=C2)C2=NC(=C(C=C2)F)N2CCNC3(CC3)C2)C=C(C1)S(=O)(=O)C